CC1(NC(CC(C1)OC=1SC2=C(C=NC=C2)N1)(C)C)C 2-[(2,2,6,6-tetramethylpiperidin-4-yl)oxy][1,3]thiazolo[4,5-c]pyridin